C(C)N1CC2CCC(C1)N2C=2SC=1CN(CCC1N2)C(=O)NCC2=CC=C(C=C2)F 2-(3-ethyl-3,8-diazabicyclo[3.2.1]octan-8-yl)-N-(4-fluorobenzyl)-6,7-dihydrothiazolo[5,4-c]pyridine-5(4H)-carboxamide